C1(=CC=CC=C1)C1=C(N=C2N1C=CC=C2)C(=O)C=2N=C1N(C=CC=C1)C2C2=CC=CC=C2 (3-phenylimidazo[1,2-a]pyridine-2-yl) ketone